4-((4-(4-chlorobutoxy)phenyl)diazenyl)-N-(2-(2,6-dioxopiperidin-3-yl)-1-oxoisoindol-4-yl)benzamide ClCCCCOC1=CC=C(C=C1)N=NC1=CC=C(C(=O)NC2=C3CN(C(C3=CC=C2)=O)C2C(NC(CC2)=O)=O)C=C1